C(C)(=O)N1N=CC(=C1)C1=CN=C2C(N(C(=NN21)C=2C=NN(C2)CCC(C)C)C(C)C)=O 7-(1-Acetyl-1H-pyrazol-4-yl)-2-(1-isopentyl-1H-pyrazol-4-yl)-3-isopropylimidazo[2,1-f][1,2,4]triazin-4(3H)-one